C(C1=CC=CC=C1)C(C(=O)O)CC1N(CCC1)C(=O)OCC1=CC=CC=C1 (±)-2-Benzyl-3-(1-((benzyloxy)carbonyl)pyrrolidin-2-yl)propanoic acid